4-((4-Chloro-5-fluoro-2-(N-methylmethanesulfonamido)phenyl)amino)-6-((2,6-dimethylpyrimidin-4-yl)amino)-N-Ethoxynicotinamide ClC1=CC(=C(C=C1F)NC1=CC(=NC=C1C(=O)NOCC)NC1=NC(=NC(=C1)C)C)N(S(=O)(=O)C)C